CS(=O)(=N)C1=CC=C(OCCCC(=O)NCC(=O)OC)C=C1 methyl (4-(4-(S-methylsulfonimidoyl)phenoxy)butanoyl)glycinate